methyl 4-bromo-5-fluoro-2-(2-oxoethyl)benzoate BrC1=CC(=C(C(=O)OC)C=C1F)CC=O